dihydrospiro[cyclopenta[d]pyrimidine-7,4'-piperidin]-4-amine N1CCC2(CC1)C=CC1=C2NCN=C1N